(1-methyl-5-trifluoromethyl-1H-pyrazol-4-yl)-1,3,4-oxadiazol-2-one CN1N=CC(=C1C(F)(F)F)C1=NNC(O1)=O